α-monodeutero-N-monomethyltryptamine [2H]C(NC)CC1=CNC2=CC=CC=C12